ClC1=C(C#N)C=CC(=C1C)N1CC2(CC1)CCN(CC2)C2=CC=C(C=C2)C(=O)N2CCN(CC2)C2CCN(CC2)C=2C=C1C(N(C(C1=CC2F)=O)C2C(NC(CC2)=O)=O)=O 2-chloro-4-(8-(4-(4-(1-(2-(2,6-dioxopiperidin-3-yl)-6-fluoro-1,3-dioxoisoindolin-5-yl)piperidin-4-yl)piperazine-1-carbonyl)phenyl)-2,8-diazaspiro[4.5]decan-2-yl)-3-methylbenzonitrile